N,N-dimethyl-4-(4-trifluoromethyl-benzoylsulfamoyl)-benzamide CN(C(C1=CC=C(C=C1)S(NC(C1=CC=C(C=C1)C(F)(F)F)=O)(=O)=O)=O)C